2-(5-fluoro-2-methyl-phenyl)acetonitrile FC=1C=CC(=C(C1)CC#N)C